NC1=C(C(=NN1C(C)C)C1=CC=C(C=C1)CC(NC1=CC(=NO1)C1=NC=C(C=C1Cl)Cl)=O)C(=O)N 5-Amino-3-[4-([[3-(3,5-dichloropyridin-2-yl)-1,2-oxazol-5-yl]carbamoyl]methyl)phenyl]-1-isopropylpyrazole-4-carboxamide